CC(=CC(=O)N[C@@H](CC1=CC=C(C=C1)O)C(=O)O)CCC=C(C)C (3,7-dimethyl-2,6-octadienoyl)tyrosine